COC1=CC=C(C=C1)[C@@H](C)N[C@@H]1CCCC12CCNCC2 (4R)-N-[(1R)-1-(4-methoxyphenyl)ethyl]-8-azaspiro[4.5]decan-4-amine